(S)-7-(4-(5-fluoro-2-((3-methylisoxazol-5-yl)methoxy)phenyl)piperidin-1-yl)-2-(1,3,4-oxadiazol-2-yl)-5-oxa-2-azaspiro[3.4]octane FC=1C=CC(=C(C1)C1CCN(CC1)[C@@H]1COC2(CN(C2)C=2OC=NN2)C1)OCC1=CC(=NO1)C